BrC=1C=NN2C1N=C(N=C2NCC2=NC1=C(N2)C=CC(=C1)C)N1CCN(CC1)CC(C(=O)OC(C)(C)C)=C tert-butyl 2-[[4-[8-bromo-4-[(5-methyl-1H-benzimidazol-2-yl)methylamino]pyrazolo[1,5-a][1,3,5]triazin-2-yl]piperazin-1-yl]methyl]prop-2-enoate